ClC1=C(C(=CC=C1)C)NC(=O)C1=CN=C(S1)NC1=NC(=NC(=C1)N1CCC(CC1)N(C)CC1=CC(=CC=C1)N1C(NC(CC1)=O)=O)C N-(2-chloro-6-methylphenyl)-2-((6-(4-((3-(2,4-dioxotetrahydropyrimidin-1(2H)-yl)benzyl)(methyl)amino)piperidin-1-yl)-2-methylpyrimidin-4-yl)amino)thiazole-5-carboxamide